5-((1-(2-oxo-2-(4-(5-(trifluoromethyl)pyrimidin-2-yl)piperazin-1-yl)ethoxy)propan-2-yl)oxy)-2-((2-(trimethylsilyl)ethoxy)methyl)phthalazin-1(2H)-one O=C(COCC(C)OC1=C2C=NN(C(C2=CC=C1)=O)COCC[Si](C)(C)C)N1CCN(CC1)C1=NC=C(C=N1)C(F)(F)F